C(C=C)C1=CC=C(C=C1)C1=CC=C(C=C1)CC=C 4,4'-diallyl-1,1'-biphenyl